CC1=CC=C(C=C1NC=1SC(=CN1)C=1C=NC=CC1)N 6-methyl-N1-(5-(pyridin-3-yl)thiazol-2-yl)benzene-1,3-diamine